19-Hydroxy-heptacosa-21,24-dienoic acid OC(CCCCCCCCCCCCCCCCCC(=O)O)CC=CCC=CCC